2,5-Bis(benzyloxy)-4-(2-ethoxycarbonylmethyl)benzoic acid C(C1=CC=CC=C1)OC1=C(C(=O)O)C=C(C(=C1)CC(=O)OCC)OCC1=CC=CC=C1